(5-(cyclopropylmethyl)-1-(2,6-dimethoxyphenyl)-2-(6-ethoxypyridin-2-yl)-1H-imidazo[4,5-b]pyrazin-6-yl)methanesulfonamide C1(CC1)CC=1N=C2C(=NC1CS(=O)(=O)N)N(C(=N2)C2=NC(=CC=C2)OCC)C2=C(C=CC=C2OC)OC